NC(C(=O)O)CC1=CC(=CC=C1)S(=O)(=O)C 2-amino-3-(3-(methylsulfonyl)phenyl)propionic acid